(Z)-N-(2-amino-4-fluorophenyl)-4-((3-methyl-2,5-dioxo-4-(pyridin-3-ylmethylene)imidazolidin-1-yl)methyl)benzamide NC1=C(C=CC(=C1)F)NC(C1=CC=C(C=C1)CN1C(N(\C(\C1=O)=C/C=1C=NC=CC1)C)=O)=O